Cl.Cl.N1=CC=C(C=C1)C=1C=CC=C2[C@@H](CCOC12)CN (R)-(8-(pyridin-4-yl)chroman-4-yl)methanamine dihydrochloride salt